C(CCCCCCC\C=C/CCCCCCCC)(=O)OC(CNC(OCCSSCCN(CCN1CCCCCC1)CCN1CCCCCC1)=O)COC(CCCCCCC\C=C/CCCCCCCC)=O 1-(azepan-1-yl)-3-(2-(azepan-1-yl)ethyl)-11-oxo-10-oxa-6,7-dithia-3,12-diazapentadecane-14,15-diyl dioleate